ClC=1C(=CC(=C(C1)C1=C(C=C2C(NC(NC2=C1SC[C@H](CO)OCCN(CC)CC)=O)=O)C(F)(F)F)F)F 7-(5-chloro-2,4-difluorophenyl)-8-(((S)-2-(2-(diethylamino)ethoxy)-3-hydroxypropyl)thio)-6-(trifluoromethyl)quinazoline-2,4(1H,3H)-dione